FC=1C=C2C(=NC1[C@@H](C)NC(OC(C)(C)C)=O)N(C(=C2)CO)COCC[Si](C)(C)C tert-butyl N-[(1R)-1-[5-fluoro-2-(hydroxymethyl)-1-(2-trimethylsilylethoxymethyl)pyrrolo[2,3-b]pyridin-6-yl]ethyl]carbamate